(3S,6R,7R)-4,4-difluoro-12-hydroxy-6-methoxy-3-methyl-1,11-dioxo-N-(2,4,6-trifluorobenzyl)-1,4,5,6,7,11-hexahydro-3H-2,7-methanopyrido[1,2-a][1,4]diazonine-10-carboxamide FC1([C@@H](N2C(C=3N([C@@H]([C@@H](C1)OC)C2)C=C(C(C3O)=O)C(=O)NCC3=C(C=C(C=C3F)F)F)=O)C)F